COCOCC1C(C(C1)=O)(C)C 3-methoxymethoxymethyl-2,2-dimethylcyclobutanone